(2-butyl-1-oxo-1,2-dihydro-2,7-naphthyridin-4-yl)-2-fluoro-6-methoxybenzaldehyde C(CCC)N1C(C2=CN=CC=C2C(=C1)C=1C(=C(C=O)C(=CC1)OC)F)=O